C(C)(C)(C)OC(=O)N1C[C@@H](C(CC1)OS(=O)(=O)C)F (S)-3-fluoro-4-methylsulfonyloxy-piperidine-1-carboxylic acid tert-butyl ester